7-((1H-imidazol-1-yl)methyl)-2-(6-ethyl-8-(2-methoxyethoxy)quinolin-4-yl)-5-(1-methyl-3-(trifluoromethyl)-1H-pyrazol-4-yl)-3,4-dihydroisoquinolin-1(2H)-one N1(C=NC=C1)CC1=CC(=C2CCN(C(C2=C1)=O)C1=CC=NC2=C(C=C(C=C12)CC)OCCOC)C=1C(=NN(C1)C)C(F)(F)F